BrC1=C(OCCCCCNC(OCC2=CC=CC=C2)=O)C=CC=C1 benzyl (5-(2-bromophenoxy)pentyl)carbamate